methyl((1-methyl-1H-imidazol-4-yl)imino)(4-(5-(trifluoromethyl)-1,2,4-oxadiazol-3-yl)phenyl)-λ6-sulfanone CS(=O)(C1=CC=C(C=C1)C1=NOC(=N1)C(F)(F)F)=NC=1N=CN(C1)C